2-[(dimethylamino)meth-ylidene]-4,4-dimethyl-3-oxopyrrolidine-1-carboxylate CN(C)C=C1N(CC(C1=O)(C)C)C(=O)[O-]